C[Si](OC1=CC=C(C=C1)N1C(C=CC1=O)=O)(C1=CC=CC=C1)C dimethylphenyl-(4-maleimidophenoxy)silane